Bicyclo[3.3.0]octa-2,5-diene C12C=CCC2=CCC1